FC1=C(C=C(C=C1)F)[C@@H]1N(C[C@H](C1)F)C1=NC2=C(C=CN=C2C=C1)N=C=S 2-((2R,4S)-2-(2,5-difluorophenyl)-4-fluoropyrrolidin-1-yl)-8-isothiocyanato-1,5-naphthyridine